C1(=CC=C(C=C1)OCCCCCC=C(C(=O)O)C)C1=CC=CC=C1 5-([1,1'-biphenyl]-4-yloxy)pentyl-(methyl)acrylic acid